N-(azetidin-3-ylmethyl)cyclopropanamine 2HCl Cl.Cl.N1CC(C1)CNC1CC1